methyl (3S)-3-amino-3-[4-(4-methylthiazol-5-yl)phenyl]propanoate hydrochloride Cl.N[C@@H](CC(=O)OC)C1=CC=C(C=C1)C1=C(N=CS1)C